tert-butyl (2R,5R)-4-benzyl-5-(difluoromethyl)-2-methylpiperazine-1-carboxylate C(C1=CC=CC=C1)N1C[C@H](N(C[C@@H]1C(F)F)C(=O)OC(C)(C)C)C